ClC=1C(=CC(=C(C1)C1=C(C=C2C(NC(NC2=C1SCC1(CCC1)CO)=O)=O)C(F)(F)F)F)F 7-(5-chloro-2,4-difluorophenyl)-8-(((1-(hydroxymethyl)cyclobutyl)methyl)thio)-6-(trifluoromethyl)quinazoline-2,4(1H,3H)-dione